ClC=1C=C(N2N=C(N=CC21)NC=2C(=NN(C2)[C@H]2[C@@H](CN(CC2)S(=O)(=O)C)F)Cl)C2CC2 |r| (+-)-Trans-5-chloro-N-(3-chloro-1-(3-fluoro-1-(methylsulfonyl)piperidin-4-yl)-1H-pyrazol-4-yl)-7-cyclopropylpyrrolo[2,1-f][1,2,4]triazin-2-amine